4,4'-dibromodiphenylamine C1=CC(=CC=C1NC2=CC=C(C=C2)Br)Br